(5-((Z)-2-cyclopropylvinyl)pyridin-2-yl)-2-((s)-4,4-difluoro-3-(6-oxo-1,6-dihydropyridin-3-yl)piperidin-1-yl)propanamide C1(CC1)\C=C/C=1C=CC(=NC1)C(C(=O)N)(C)N1C[C@@H](C(CC1)(F)F)C1=CNC(C=C1)=O